C(C)(C)(C)OC(=O)NCCN1N=C(N=C1)C(=O)O 1-(2-{[(tert-butoxy)carbonyl]amino}ethyl)-1H-1,2,4-triazole-3-carboxylic acid